ethyl 1-[(1S)-1-(4-pyridinyl) ethyl]-1H-imidazole-4-carboxylate N1=CC=C(C=C1)[C@H](C)N1C=NC(=C1)C(=O)OCC